4-fluoro-2-phenylmethoxybenzaldehyde FC1=CC(=C(C=O)C=C1)OCC1=CC=CC=C1